7-Oxo-7-{[2-(pent-4-en-1-yl)hept-6-en-1-yl]oxy}heptanoic acid O=C(CCCCCC(=O)O)OCC(CCCC=C)CCCC=C